Benzyl (1R,4S)-2-azabicyclo[2.2.1]hept-5-ene-2-carboxylate [C@H]12N(C[C@H](C=C1)C2)C(=O)OCC2=CC=CC=C2